[Sb+3].C(C)(C)(C)OC1=CC=C(C=C1)[S+](C1=CC=CC=C1)C1=CC=CC=C1 (4-t-butoxyphenyl)diphenyl-sulfonium antimony